C(C)(C)(C)C1=CC(=C(C=C1)C=1N(C(C(N1)C1=CC=C(C=C1)Cl)C1=CC=C(C=C1)Cl)C(=O)N1CCN(CC1)C(CCC#CC1=C2CN(C(C2=CC=C1)=O)C1C(NC(CC1)=O)=O)=O)OCC 3-(4-(5-(4-(2-(4-(tert-butyl)-2-ethoxyphenyl)-4,5-bis(4-chlorophenyl)-4,5-dihydro-1H-imidazole-1-carbonyl)piperazin-1-yl)-5-oxopent-1-yn-1-yl)-1-oxoisoindolin-2-yl)piperidine-2,6-dione